4-(1,4-dimethyl-1H-1,2,3-triazol-5-yl)phenol CN1N=NC(=C1C1=CC=C(C=C1)O)C